1-(4-(((6-(2-Chloro-3-(2,3-dichloropyridin-4-yl)phenyl)-1-methyl-1H-pyrrolo[2,3-b]pyridin-3-yl)methyl)(methyl)amino)piperidin-1-yl)ethan-1-one ClC1=C(C=CC=C1C1=C(C(=NC=C1)Cl)Cl)C1=CC=C2C(=N1)N(C=C2CN(C2CCN(CC2)C(C)=O)C)C